(R)-2,5,5-trimethyl-2-(((5,6,7,8-tetrahydronaphthalen-2-yl)methyl)amino)hexanoic acid C[C@](C(=O)O)(CCC(C)(C)C)NCC1=CC=2CCCCC2C=C1